3-{6-[(4-{2-[(R)-tetrahydrofuran-3-ylamino]-6-(m-cyanophenyl)-4-pyrimidinyl}-1H-1,2,3-triazol-1-yl)methyl]-2-pyridinyl}-3-methylbutanoic acid O1C[C@@H](CC1)NC1=NC(=CC(=N1)C=1N=NN(C1)CC1=CC=CC(=N1)C(CC(=O)O)(C)C)C1=CC(=CC=C1)C#N